N-(5,6-dimethoxybenzothiazol-2-yl)-2-[4-(ethylsulfonyl)phenyl]-2-[4-(trifluoromethyl)phenoxy]acetamide COC=1C(=CC2=C(N=C(S2)NC(C(OC2=CC=C(C=C2)C(F)(F)F)C2=CC=C(C=C2)S(=O)(=O)CC)=O)C1)OC